BrC1=C(C=C(C=C1)C=1OC=NN1)COC 2-(4-bromo-3-(methoxymethyl)phenyl)-1,3,4-oxadiazole